C(CCC)C(CC=1SC=CC1)CCCCCC 2-(2-Butyloctyl)thiophene